ClC=1C(=NC=CC1)N1CC(=C2N1C(=CC(=C2)C)C(=O)NC(C)C2CC2)NC(=O)C2=CC=NN2OCC(F)(F)F 1-(3-chloropyridin-2-yl)-3-(2,2,2-trifluoroethoxy-1H-pyrazole-5-carboxamido)-N-(1-cyclopropylethyl)-5-methylpyrazolo[1,5-a]pyridine-7-carboxamide